2-chloro-9-cyclopentyl-7,7-dimethyl-5,7,8,9-tetrahydro-6H-pyrimido[4,5-b][1,4]diazepine ClC=1N=CC2=C(N(CC(CN2)(C)C)C2CCCC2)N1